ClC1=CC(=C(CN2CCCC23CCN(CC3)C(=O)OC(C(F)(F)F)C(F)(F)F)C=C1)N1CCN(CC1)CC 1,1,1,3,3,3-hexafluoropropan-2-yl 1-(4-chloro-2-(4-ethylpiperazin-1-yl) benzyl)-1,8-diazaspiro[4.5]decane-8-carboxylate